2-Oxo-2-[rac-(2S,5S)-2-(4-fluorophenyl)-4-methoxy-5-methyl-1-piperidyl]acetamide O=C(C(=O)N)N1[C@@H](CC([C@H](C1)C)OC)C1=CC=C(C=C1)F |r|